carbonylrhodium (I) chloride C(=O)=[Rh]Cl